C1(=CC=CC=C1)C=1SC=C(N1)C=1OC(=NN1)SC 2-(phenylthiazol-4-yl)-5-(methylthio)-1,3,4-oxadiazole